1,6-dibromoisoquinoline-3-amine BrC1=NC(=CC2=CC(=CC=C12)Br)N